N-((R)-((1s,2R,3s,5s,7s)-5-chloro-1-hydroxyadamantan-2-yl)(phenyl)methyl)isobutyramide Cl[C@]12C[C@H]3[C@@H]([C@](C[C@@H](C1)C3)(C2)O)[C@@H](NC(C(C)C)=O)C2=CC=CC=C2